N-(2-fluorophenyl)-5-(4-(4-fluorophenyl)-1-(piperidin-4-yl)-1H-imidazol-5-yl)furan-2-carboxamide FC1=C(C=CC=C1)NC(=O)C=1OC(=CC1)C1=C(N=CN1C1CCNCC1)C1=CC=C(C=C1)F